6-[(4-bromo-5-cyclopropyl-imidazol-1-yl)methyl]-1-methyl-benzimidazole BrC=1N=CN(C1C1CC1)CC=1C=CC2=C(N(C=N2)C)C1